(S)-1-((7-fluoro-2-(2-fluorophenyl)benzofuran-5-yl)methyl)azetidine-2-carboxamide FC1=CC(=CC=2C=C(OC21)C2=C(C=CC=C2)F)CN2[C@@H](CC2)C(=O)N